C(C)C1=C(C=CC(=C1)F)NC1=C(C(=O)NC=2C(=NC(=CC2)OC)C)C=C(C=N1)C(F)(F)F 2-((2-ethyl-4-fluorophenyl)amino)-N-(6-methoxy-2-methylpyridin-3-yl)-5-(trifluoromethyl)nicotinamide